Cl.Cl.[C@H]12CN(C[C@H](CC1)N2)C2=NC(=NC1=C(C(=C(C=C21)Cl)C2=CC(=CC1=CC=CC=C21)O)F)C21CC(C2)(C1)N(C)C 4-((R or S)-4-((1R,5S)-3,8-diazabicyclo[3.2.1]octan-3-yl)-6-chloro-2-(3-(dimethylamino)bicyclo[1.1.1]Pentan-1-yl)-8-fluoroquinazolin-7-yl)naphthalene-2-ol bishydrochloride